FC(C1=CC=C(C=C1)[C@H]1N(C[C@@H](CC1)C)C(C(=O)NC=1C=C(C(=NC1)NC(OC(C)(C)C)=O)C)=O)F Tert-butyl N-[5-[[2-[(2S,5R)-2-[4-(difluoromethyl)phenyl]-5-methyl-1-piperidyl]-2-oxo-acetyl]amino]-3-methyl-2-pyridyl]carbamate